BrC1=C(C=C(C=C1)Br)C(F)(F)F 2,5-Dibromotrifluoromethylbenzene